4-(phenylmethylamino)-3-bromo-N-isopropyl-benzenesulfonamide C1(=CC=CC=C1)CNC1=C(C=C(C=C1)S(=O)(=O)NC(C)C)Br